9-(3-(4-(4-bromophenyl)-6-PHENYLPYRIMIDIN-2-yl)phenyl)-9H-carbazole BrC1=CC=C(C=C1)C1=NC(=NC(=C1)C1=CC=CC=C1)C=1C=C(C=CC1)N1C2=CC=CC=C2C=2C=CC=CC12